3-(4'-methyl)benzylidene-bornan-2-one CC1=CC=C(C=C1)C=C2C3CCC(C2=O)(C3(C)C)C